benzo[1,4]dioxane O1CCOC2=C1C=CC=C2